NC\C=C(\CN1N=NC2=C1C=CC=C2C=2C=C(C=CC2OC)S(=O)(=O)NC)/F (Z)-3-(1-(4-amino-2-fluorobut-2-en-1-yl)-1H-benzo[d][1,2,3]triazol-4-yl)-4-methoxy-N-methylbenzenesulfonamide